2-chloro-4-((2-(methoxymethyl)-2,7-dimethyl-6-oxo-1,2,3,4,6,7-hexahydro-[1,4]oxazepino[2,3-c]quinolin-10-yl)amino)nicotinonitrile ClC1=C(C#N)C(=CC=N1)NC1=CC=2C3=C(C(N(C2C=C1)C)=O)OCCC(N3)(C)COC